C(C)(C)OCC=1N=C2N(N1)C(CC2)C2=CC=CC=C2 2-(isopropoxymethyl)-5-phenyl-6,7-dihydro-5H-pyrrolo[1,2-b][1,2,4]triazol